5-ethynyl-6-fluoro-4-(4,4,5,5-tetramethyl-1,3,2-dioxaborolan-2-yl)naphthalen-2-ol C(#C)C1=C2C(=CC(=CC2=CC=C1F)O)B1OC(C(O1)(C)C)(C)C